rac-(4aR,8aS)-6-[4-[(4-tert-Butylthiazol-2-yl)methyl]piperidin-1-carbonyl]-4,4a,5,7,8,8a-hexahydropyrido[4,3-b][1,4]oxazin-3-on C(C)(C)(C)C=1N=C(SC1)CC1CCN(CC1)C(=O)N1C[C@@H]2[C@@H](OCC(N2)=O)CC1 |r|